5-bromo-2-methyl-2,3-dihydro-1H-inden-1-amine BrC=1C=C2CC(C(C2=CC1)N)C